C(C)(C)(C)OC(=O)N1[C@H]2[C@H]([C@@H](C1)C2)N2C(=CC=1C(=NC=3C(=C(C(=CC3C12)CCC#N)Br)F)OC)CCC(=O)OC (1R,4R,5S)-5-(7-bromo-8-(2-cyanoethyl)-6-fluoro-4-methoxy-2-(3-methoxy-3-oxopropyl)-1H-pyrrolo[3,2-c]quinolin-1-yl)-2-azabicyclo[2.1.1]hexane-2-carboxylic acid tert-butyl ester